C(#N)C(C(=O)O)=C(C1=CC=CC=C1)C1=CC=CC=C1.C([C@H](O)[C@H](O)CO)O.C([C@H](O)[C@H](O)CO)O.C([C@H](O)[C@H](O)CO)O.C([C@H](O)[C@H](O)CO)O.C([C@H](O)[C@H](O)CO)O pentaerythritol 2-cyano-3,3-diphenylacrylate